C(CCCCCCCC)OC(C)COC(C)COC(C)CO tripropylene glycol mono-nonyl ether